(5-(2-(tert-butyl)-5-(2-((2,2-dioxido-2-thiaspiro[3.3]heptan-6-yl)amino)pyrimidin-4-yl)thiazol-4-yl)-4-fluoro-1-methyl-1H-pyrrol-3-yl)-2,6-difluorobenzenesulfonamide C(C)(C)(C)C=1SC(=C(N1)C1=C(C(=CN1C)C=1C(=C(C(=CC1)F)S(=O)(=O)N)F)F)C1=NC(=NC=C1)NC1CC2(CS(C2)(=O)=O)C1